2-(4-amino-2,6-dimethylphenylamino)-N,N,N-triethyl-2-oxoethanaminium chloride [Cl-].NC1=CC(=C(C(=C1)C)NC(C[N+](CC)(CC)CC)=O)C